1-[[2-(difluoro-methylsulfanyl)pyridin-4-yl]methyl]-3-[(1r,3r)-3-(trifluoromethyl)cyclobutyl]urea FC(SC1=NC=CC(=C1)CNC(=O)NC1CC(C1)C(F)(F)F)F